4-Chloro-7-[(3R)-3-{4-[4-({4-[4-(2,4-dioxo-1,3-diazinan-1-yl)-1H-indol-1-yl]piperidin-1-yl}methyl)piperidin-1-yl]phenyl}piperidin-1-yl]-1H-indazole-3-carbonitrile ClC1=C2C(=NNC2=C(C=C1)N1C[C@H](CCC1)C1=CC=C(C=C1)N1CCC(CC1)CN1CCC(CC1)N1C=CC2=C(C=CC=C12)N1C(NC(CC1)=O)=O)C#N